OC1CCC(CC1)NC1=CC=NC=C1 4-(((1s,4S)-4-hydroxycyclohexyl)amino)pyridin